(S)-4-methoxy-N-(1-(pyridin-2-yl)ethyl)-2-(4-(trifluoromethyl)phenyl)quinoline COC1=C[C@H](N(C2=CC=CC=C12)C(C)C1=NC=CC=C1)C1=CC=C(C=C1)C(F)(F)F